4-difluoromethyl-2-methylthiazol-5-carboxamide FC(C=1N=C(SC1C(=O)N)C)F